4-((tert-butyldiphenylsiloxy)methyl)cyclohexanone O([Si](C1=CC=CC=C1)(C1=CC=CC=C1)C(C)(C)C)CC1CCC(CC1)=O